F[P-](F)(F)(F)(F)F.C(CC)N1CN(C=C1)C 1-Propyl-3-methylimidazole hexafluorophosphate